N-(4-(1,3,2-dithiarsolan-2-yl)phenyl)-5-benzyl-N-((1-ethylpiperidin-4-yl)methyl)-1,2,4-oxadiazole-3-carboxamide S1[As](SCC1)C1=CC=C(C=C1)N(C(=O)C1=NOC(=N1)CC1=CC=CC=C1)CC1CCN(CC1)CC